6-chloro-5-fluoro-N-(1-(2-((4-methoxybenzyl)amino)pyridin-3-yl)ethyl)-N-methyl-2-(methylthio)pyrimidin-4-amine ClC1=C(C(=NC(=N1)SC)N(C)C(C)C=1C(=NC=CC1)NCC1=CC=C(C=C1)OC)F